2-fluoro-N-((R,E)-4-(methylsulfonyl)but-3-en-2-yl)-4-(3-(2,3,4-trifluorophenyl)morpholino)benzamide FC1=C(C(=O)N[C@H](C)\C=C\S(=O)(=O)C)C=CC(=C1)N1C(COCC1)C1=C(C(=C(C=C1)F)F)F